3-Methyl-5-(N-(2-fluoro-6-chlorobenzyl)-N-phenethylsulfamoyl)benzofuran-2-carboxylic acid ethyl ester C(C)OC(=O)C=1OC2=C(C1C)C=C(C=C2)S(N(CCC2=CC=CC=C2)CC2=C(C=CC=C2Cl)F)(=O)=O